4''-(beta-methylpentyl)-2,6-difluoroterphenylamine CC(CC1=CC=C(C=C1)C=1C(=CC=CC1)C=1C(CC=CC1F)(N)F)CCC